FC1=C(OC=2N=CC(=NC2)NC([C@H](C)N2CC(N(CC2)C(=O)C2CCC=3N(C2)C(=CN3)CO)(C)C)=O)C=CC(=C1)F (2S)-N-(5-(2,4-difluorophenoxy)pyrazin-2-yl)-2-(4-(3-(hydroxymethyl)-5,6,7,8-tetrahydroimidazo[1,2-a]pyridine-6-carbonyl)-3,3-dimethylpiperazin-1-yl)propanamide